4'-(cyclohexyloxy)-3-((2-(dimethylamino)ethyl)amino)-5-methyl-[1,1'-biphenyl]-4-carbonitrile C1(CCCCC1)OC1=CC=C(C=C1)C1=CC(=C(C(=C1)C)C#N)NCCN(C)C